ClC=1C=C(C=CC1Cl)C=1N(C(=CC(C1C(=O)O)=O)CN1C(=NC=C1)C(=O)OCC)CC 2-(3,4-dichlorophenyl)-6-[(2-ethoxycarbonylimidazol-1-yl)methyl]-1-ethyl-4-oxo-pyridine-3-carboxylic acid